C(C)(C)(C)OC(=O)N1CCC(CC1)CC1=CC=C(C=C1)C1=CC(=C2CN(C(C2=C1)=O)C(C(=O)O[Li])C1=C2N(C=N1)CCC2)F [2-[6-[4-[(1-tert-butoxycarbonyl-4-piperidyl)methyl]phenyl]-4-fluoro-1-oxo-isoindolin-2-yl]-2-(6,7-dihydro-5H-pyrrolo[1,2-c]imidazol-1-yl)acetyl]oxylithium